5-N-(5-(2-(3,3-dimethylazetidin-1-yl)acetamido)-2-methylpyridin-3-yl)-2-(1-methyl-1H-pyrazol-4-yl)-1H-pyrrolo[2,3-b]pyridine-5-carboxamide CC1(CN(C1)CC(=O)NC=1C=C(C(=NC1)C)NC(=O)C=1C=C2C(=NC1)NC(=C2)C=2C=NN(C2)C)C